FC1=C(C(=CC(=C1)C1=NC(=CC=N1)OC1=CC=C(C=C1)CC)F)N1CCC(CC1)CC(=O)O 2-[1-[2,6-difluoro-4-[6-(4-ethylphenoxy)pyrimidin-2-yl]phenyl]-4-piperidinyl]acetic acid